5-Bromo-2-(bromomethyl)-4-fluorobenzoic acid BrC=1C(=CC(=C(C(=O)O)C1)CBr)F